2-(3-hydroxypropyl)-1-(3-phenoxyphenyl)-1,2-dihydrochromeno[2,3-c]pyrrole-3,9-dione OCCCN1C(C2=C(C1C1=CC(=CC=C1)OC1=CC=CC=C1)C(C=1C=CC=CC1O2)=O)=O